(+/-)-trans-methyl 3-((2-(2-chloro-5H-pyrrolo[2,3-b]pyrazin-7-yl)-6-(diphenylamino)pyrimidin-4-yl)amino)bicyclo[2.2.2]octane-2-carboxylate ClC=1N=C2C(=NC1)NC=C2C2=NC(=CC(=N2)NC2C(C1CCC2CC1)C(=O)OC)N(C1=CC=CC=C1)C1=CC=CC=C1